COC1=C(C(=NC=C1)CS(=O)C2=NC3=C([N-]2)C=CC(=C3)OC(F)F)OC.[Na+] The molecule is an organic sodium salt. It has a role as an EC 3.6.3.10 (H(+)/K(+)-exchanging ATPase) inhibitor and an anti-ulcer drug. It contains a pantoprazole(1-).